C1(CCC1)NC1CN(CC1)C1=CC=C(N=N1)C1=C(C=C(C=C1)C=1SC(=CC1)C)O 2-{6-[3-(cyclobutylamino)pyrrolidin-1-yl]pyridazin-3-yl}-5-(5-methylthiophen-2-yl)phenol